C(CCC(=O)O)(=O)OC[C@H](N)C(=O)O O-Succinyl-L-serin